7-(2,8-dimethylimidazo[1,2-b]pyridazin-6-yl)-2-[(3R,4S)-3-fluoro-4-piperidyl]thiazolo[3,2-a]pyrimidin-5-one CC=1N=C2N(N=C(C=C2C)C=2N=C3N(C(C2)=O)C=C(S3)[C@@H]3[C@H](CNCC3)F)C1